1,4-Dihydro-N-methyl-2,4-dioxo-N-(1,2,3,4-tetrahydro-1-naphthalenyl)-3(2H)-quinazolineacetamide CN(C(CN1C(NC2=CC=CC=C2C1=O)=O)=O)C1CCCC2=CC=CC=C12